(±)-1-((5-chloropyridin-3-yl)carbamoyl)-6-azaspiro[2.5]octane-6-carboxylate ClC=1C=C(C=NC1)NC(=O)[C@@H]1CC12CCN(CC2)C(=O)[O-] |r|